CC1=NC=C(N=C1C=C)C 2,5-dimethyl-3-vinylpyrazine